aminohexanol-Lactose OC1[C@H](O)[C@@H](O)[C@H](O[C@H]2[C@H](O)[C@@H](O)[C@@H](O)[C@H](O2)CO)[C@H](O1)CO.NC(CCCCC)O